FC(CCCCO)(C1=C(C=CC=C1)C(F)(F)F)F 5,5-difluoro-5-(2-(trifluoromethyl)phenyl)pentan-1-ol